OC1=C(C=CC=C1)C(C(=O)N)CC (2-hydroxyphenyl)butyramide